5ξ-ergosta-7-en-3β-ol CC(C)[C@@H](C)CC[C@@H](C)[C@H]1CC[C@H]2C3=CCC4C[C@H](CC[C@]4(C)[C@H]3CC[C@]12C)O